4,6-dimethylpyrimidin-2-thiol (4,6-dimethylpyrimidine-2-yl)carbamate CC1=NC(=NC(=C1)C)NC(O)=O.CC1=NC(=NC(=C1)C)S